quinazoline-2,4(1H,3H)-dione 2,2,2-trifluoroacetate salt FC(C(=O)O)(F)F.N1C(NC(C2=CC=CC=C12)=O)=O